FC=1C=C2C(=CC=NC2=CC1)C1CCC(CC1)C(CO)C 2-((1S,4S)-4-(6-Fluoroquinolin-4-yl)cyclohexyl)propan-1-ol